(4-(2-methylquinolin-4-yl)piperazin-1-yl)(1-(pyridin-4-ylsulfonyl)piperidin-3-yl)methanone CC1=NC2=CC=CC=C2C(=C1)N1CCN(CC1)C(=O)C1CN(CCC1)S(=O)(=O)C1=CC=NC=C1